C(C=C)(=O)N1[C@H](CN(CC1)C1=NC(=NC=2CC(CCC12)N1CCC2=CC=CC=C12)OC[C@H]1N(CCC1)C(C)C)CC#N 2-((2S)-1-Acryloyl-4-(7-(indolin-1-yl)-2-(((S)-1-isopropylpyrrolidin-2-yl)methoxy)-5,6,7,8-tetrahydroquinazolin-4-yl)piperazin-2-yl)acetonitrile